CC=1OC(=C(N1)C)CCOC1=CC=C(C=C1)NC(NCC(=O)NC1=CC=C(C=C1)N[C@@H]1C[C@@H](N(C2=CC=CC=C12)C(CC)=O)C)=O 2-(3-(4-(2-(2,4-dimethyloxazol-5-yl)ethoxy)phenyl)ureido)-N-(4-(((2S,4R)-2-methyl-1-propionyl-1,2,3,4-tetrahydroquinolin-4-yl)amino)phenyl)acetamide